methyl 2-((2S,3R)-3-((tert-butyldimethylsilyl) oxy)-2-(cyclopentyloxy)-3-(3,5-dimethoxy-4-methylphenyl) propyl)-4-methoxypyrazolo[1,5-a]pyridine-7-carboxylate [Si](C)(C)(C(C)(C)C)O[C@@H]([C@H](CC1=NN2C(C(=CC=C2C(=O)OC)OC)=C1)OC1CCCC1)C1=CC(=C(C(=C1)OC)C)OC